(2R,3R,4R,5R)-5-(2,6-dichloro-9H-purin-9-yl)-2-(benzoyloxymethyl)-4-fluoro-4-methyl-tetrahydrofuran-3-yl benzoate C(C1=CC=CC=C1)(=O)O[C@@H]1[C@H](O[C@H]([C@]1(C)F)N1C2=NC(=NC(=C2N=C1)Cl)Cl)COC(C1=CC=CC=C1)=O